CN(C(C(=O)N1C2CN(CC1C2)C2=CC=C(C=N2)C=2C=1N(C=C(C2)OCC)N=CC1C#N)C1=CC=C(C=C1)F)C 4-(6-(6-(2-(dimethylamino)-2-(4-fluorophenyl)acetyl)-3,6-diazabicyclo[3.1.1]heptan-3-yl)pyridin-3-yl)-6-ethoxypyrazolo[1,5-a]pyridine-3-carbonitrile